(2r,3s,4s,5r)-3-(3,4-difluoro-2-methoxyphenyl)-4,5-dimethyl-5-(trifluoromethyl)tetrahydrofuran-2-carboxamide FC=1C(=C(C=CC1F)[C@H]1[C@@H](O[C@]([C@H]1C)(C(F)(F)F)C)C(=O)N)OC